C(N)(O)=O.ONC(=O)N Hydroxyurea carbamate